4-ethylsulfanyl-6-[(4-methoxyphenyl)methoxy]Pyridin-3-ol C(C)SC1=C(C=NC(=C1)OCC1=CC=C(C=C1)OC)O